4-(4,4-difluoropiperidine-1-carbonyl)-3-[4-(trifluoromethyl)thiazol-2-yl]benzonitrile FC1(CCN(CC1)C(=O)C1=C(C=C(C#N)C=C1)C=1SC=C(N1)C(F)(F)F)F